2-(2,6-dichloro-4-bromophenyl)pyridine ClC1=C(C(=CC(=C1)Br)Cl)C1=NC=CC=C1